barium tetracosanate C(CCCCCCCCCCCCCCCCCCCCCCC)(=O)[O-].[Ba+2].C(CCCCCCCCCCCCCCCCCCCCCCC)(=O)[O-]